2-{4-[3-(2-chloro-10H-phenothiazin-10-yl)propyl]piperazin-1-yl}-1-ethanol ClC1=CC=2N(C3=CC=CC=C3SC2C=C1)CCCN1CCN(CC1)CCO